ClC1=NC(=CC(=C1)OC)Cl 2,6-dichloro-4-methoxypyridine